FC(C1=CC=C(C=N1)C1CCC(CC1)N1C[C@@]2(CCS(C2)(=O)=O)CCC1)(F)F (S)-7-((1s,4R)-4-(6-(trifluoromethyl)pyridin-3-yl)cyclohexyl)-2-thia-7-azaspiro[4.5]decane 2,2-dioxide